C(CC(C)C)C1C(CCCC1)(CCC(C)C)CCC(C)C Triisopentylcyclohexan